FC1=CC=C(C=N1)N1C(N([C@@H](C1)C#N)C1=CN=CC2=CC=CC=C12)=O (S)-1-(6-fluoropyridin-3-yl)-3-(isoquinolin-4-yl)-2-oxoimidazolidine-4-carbonitrile